(S) and (R)-1,2-propylene glycol C([C@H](C)O)O |r|